C(C)(C)(C)C1=C(N=C(S1)N1C([C@H]2N(CCN(C2)C#N)C(C1)=O)=O)Cl (S)-8-(5-(tert-butyl)-4-chlorothiazol-2-yl)-6,9-dioxooctahydro-2H-pyrazino[1,2-a]pyrazine-2-carbonitrile